C(C1=CC=CC=C1)OC(CN1CCN(CC1)C1=CC(=C(C=C1)C)C(N[C@H](C)C1=CC=CC2=CC=CC=C12)=O)=O.C(#C)C1=CC=C(C=C1)S(=O)(=O)NCC(=O)N 2-(4-ethynylphenylsulfonylamino)acetamide benzyl-2-[4-[4-methyl-3-[[(1R)-1-(1-naphthyl)ethyl]carbamoyl]phenyl]piperazin-1-yl]acetate